CC1=CC=C(C=C1)S(=O)(=O)OCCC(CCOS(=O)(=O)C1=CC=C(C=C1)C)C1=C(C=CC=C1)OC(F)(F)F.C(CC(C)O)O 1,3-butanediol 3-(2-(trifluoromethoxy)phenyl)pentane-1,5-diyl bis(4-methylbenzenesulfonate)